(S)-tert-butyl 3-(4-amino-3-((2,6-difluoro-3,5-dimethoxyphenyl)ethynyl)-7-methyl-1H-pyrazolo[4,3-c]pyridin-1-yl)pyrrolidine-1-carboxylate NC1=NC=C(C2=C1C(=NN2[C@@H]2CN(CC2)C(=O)OC(C)(C)C)C#CC2=C(C(=CC(=C2F)OC)OC)F)C